2-(1-methylimidazole-5-yl)ethylamine CN1C=NC=C1CCN